4-((5-(4-chloro-2-fluoro-3-hydroxyphenyl)-1,3,4-thiadiazol-2-yl)methyl)-6-((1-(trifluoromethyl)cyclopropyl)methyl)-4,6-diazaspiro[2.4]heptane-5,7-dione ClC1=C(C(=C(C=C1)C1=NN=C(S1)CN1C2(CC2)C(N(C1=O)CC1(CC1)C(F)(F)F)=O)F)O